ethyl 2-(1-(2-chloropyridin-4-yl)azetidin-3-yl)acetate ClC1=NC=CC(=C1)N1CC(C1)CC(=O)OCC